3-((6-(2-Aminopyridin-4-yl)-1-oxoisoquinolin-2(1H)-yl)methyl)-N-((1R,4R)-4-hydroxycyclohexyl)benzamide NC1=NC=CC(=C1)C=1C=C2C=CN(C(C2=CC1)=O)CC=1C=C(C(=O)NC2CCC(CC2)O)C=CC1